COC1=CC=C(C=N1)C1=CC=CC2=C1OC(CO2)C[NH-] [8-(6-methoxy-pyridin-3-yl)-2,3-dihydro-benzo[1,4]dioxin-2-ylmethyl]-amid